C(C1=CC=CC=C1)N1N=CC(=C1C)C(CN1C(C=CC(=C1)Br)=O)=O 1-(2-(1-benzyl-5-methyl-1H-pyrazol-4-yl)-2-oxoethyl)-5-bromopyridin-2(1H)-one